OC1=C2C(NC(C2=CC=C1)=O)=O 4-hydroxyisoindole-1,3-dione